4-(bromomethyl)-benzoic acid methyl ester COC(C1=CC=C(C=C1)CBr)=O